(+)-L-glutamine N[C@@H](CCC(N)=O)C(=O)O